tert-Butyl 3-amino-4-chloro-1H-pyrazole-1-carboxylate NC1=NN(C=C1Cl)C(=O)OC(C)(C)C